ClC1=CC=C(C(=N1)C=1C=NN(C1)C)NC(C)C=1C=2C3=C(N(C(C2C=C(C1)C)=O)C)N(N=C3)C3CCN(CC3)C(=O)OCC3=CC=CC=C3 benzyl 4-[9-[1-[[6-chloro-2-(1-methylpyrazol-4-yl)-3-pyridyl]amino]ethyl]-4,7-dimethyl-5-oxo-pyrazolo[3,4-c]isoquinolin-3-yl]piperidine-1-carboxylate